C(C)(=O)NC=1SC(=CN1)CN1CCC(CC1)=CC(=O)NCC1=CC=C(C=C1)OC 2-(1-((2-acetamidothiazol-5-yl)methyl)piperidin-4-ylidene)-N-(4-methoxybenzyl)acetamide